(benzo[b]thiophen-7-yl)-indole S1C2=C(C=C1)C=CC=C2C=2NC1=CC=CC=C1C2